C(CCC)N=[V](C1C=CC=C1)(N(C)C)N(C)C n-butyliminobis(dimethylamino)cyclopentadienyl-vanadium